O1C(=NN=C1)CN(C(=O)C=1COC2=C(C1)C=C(C=C2)F)C N-((1,3,4-oxadiazol-2-yl)methyl)-6-fluoro-N-methyl-2H-benzopyran-3-carboxamide